[Tc].C(=O)(O)CN1C(=NC=C1)CN(CCCC[C@H](NC(CC[C@H](NC(N[C@@H](CCC(=O)O)C(=O)O)=O)C(=O)O)=O)C(=O)O)CC=1N(C=CN1)CC(=O)O (7S,12S,16S)-1-(1-(carboxymethyl)-1H-imidazol-2-yl)-2-((1-(carboxymethyl)-1H-imidazol-2-yl)methyl)-9,14-dioxo-2,8,13,15-tetraazaoctadecane-7,12,16,18-tetracarboxylic acid technetium